C1(CCC1)CN[C@H]1CN(CCC1)C1=CC(N(C=C1)C(C)N1N=NC(=C1)C=1C=NC=C(C1C)OC)=O 4-((R)-3-((cyclobutylmethyl)amino)piperidin-1-yl)-1-(1-(4-(5-methoxy-4-methylpyridin-3-yl)-1H-1,2,3-triazol-1-yl)ethyl)pyridin-2(1H)-one